COC=1C=C(C=CC1OC)B1OC(C)(C)C(C)(C)O1 3,4-dimethoxyphenylboronic acid pinacol ester